1-((4H-1,2,4-triazol-4-yl)sulfonyl)piperazine N=1N=CN(C1)S(=O)(=O)N1CCNCC1